Cl.COC(C(C(C)O)N)=O methyl-2-amino-3-hydroxybutanoate hydrochloride